BrC1=CC=C(C=C1)C1OCC(NC1)=O 6-(4-bromophenyl)morpholin-3-one